methyl 6-(6-(1H-imidazol-1-yl)picolinamido)-2-azaspiro[3.3]heptane-2-carboxylate N1(C=NC=C1)C1=CC=CC(=N1)C(=O)NC1CC2(CN(C2)C(=O)OC)C1